N-((2-cyclopropyl-5-(4,4,5,5-tetramethyl-1,3,2-dioxaborolan-2-yl)phenyl)carbamoyl)-1-isopropyl-1H-pyrazole-4-sulfonamide C1(CC1)C1=C(C=C(C=C1)B1OC(C(O1)(C)C)(C)C)NC(=O)NS(=O)(=O)C=1C=NN(C1)C(C)C